6-chloro-N-(1-(2-(trifluoromethoxy)phenyl)ethyl)nicotinamide ClC1=NC=C(C(=O)NC(C)C2=C(C=CC=C2)OC(F)(F)F)C=C1